3,5-dichloro-N,N-diethyl-2-methylaminothio-benzamide ClC=1C(=C(C(=S)N(CC)CC)C=C(C1)Cl)NC